Octyl-hexyl-amine C(CCCCCCC)NCCCCCC